4-[8-[4-[2-(dimethylamino)ethoxy]-3-fluoro-phenyl]-2-methylsulfanyl-7-oxo-pyrido[2,3-d]pyrimidin-6-yl]-8-methyl-2,3-dihydroquinoxaline-1-carboxylic acid benzyl ester C(C1=CC=CC=C1)OC(=O)N1CCN(C2=CC=CC(=C12)C)C1=CC2=C(N=C(N=C2)SC)N(C1=O)C1=CC(=C(C=C1)OCCN(C)C)F